3-{3-Methyl-2-oxo-4-[(piperazin-1-yl)methyl]-2,3-dihydro-1H-benzimidazol-1-yl}piperidine-2,6-dione CN1C(N(C2=C1C(=CC=C2)CN2CCNCC2)C2C(NC(CC2)=O)=O)=O